C(=C)C1=CC=C(C=C1)C1=CC=C(C=C1)CCC 4-vinyl-4'-propylbiphenyl